tert-butyl (S)-((4-ethyl-8-fluoro-4-hydroxy-11-methyl-3,6,14-tricarbonyl-3,4,6,11,12,14-hexahydro-1H-pyrano[3',4':6,7]indolizino[2,1-b]quinolin-9-yl)methyl)carbamate C(C)[C@]1(C(OCC=2C(N3CC=4N(C5=CC(=C(C=C5C(C4C3=CC21)=C=O)F)CNC(OC(C)(C)C)=O)C)=C=O)=C=O)O